C(=O)(OC)C=1C=CC2=C([Se]NS2(=O)C2=CC=C(C=C2)C(=O)OC)C1 (R)-5-carbomethoxy-1-(4-carbomethoxyphenyl)benzo[d][1,3,2]thiaselenazol-1-one